[Ge]=S germanium(II) sulfide